FC1=C(C=CC(=C1)C1=CCC(CC1)CCC)B(O)O 2-fluoro-4-(4-propylcyclohexen-1-yl)-phenylboronic acid